C(C=C)(=O)OC=CC1=CC=CC=C1 acryloyloxy-2-phenylethene